2-methoxy-5-[[2-oxo-2-[(2R,5S)-5-methyl-2-[2-[(1R)-1-methyl-2-pyrrolidin-1-yl-ethyl]-1,3-benzothiazol-5-yl]-1-piperidyl]acetyl]amino]pyridine-3-carboxamide COC1=NC=C(C=C1C(=O)N)NC(C(N1[C@H](CC[C@@H](C1)C)C=1C=CC2=C(N=C(S2)[C@@H](CN2CCCC2)C)C1)=O)=O